[C@H]12CN(C[C@H](CC1)N2)C=2C1=C(N=C(N2)OC[C@]23CCCN3C[C@@H](C2)F)C(=C(N=C1C#CC)C1=CC=CC2=CC=CC(=C12)F)F 4-((1R,5S)-3,8-diazabicyclo[3.2.1]oct-3-yl)-8-fluoro-7-(8-fluoronaphthalene-yl)-2-(((2R,7aS)-2-fluorotetrahydro-1H-pyrrolizin-7a(5H)-yl)methoxy)-5-(propynyl)pyrido[4,3-d]pyrimidine